[K].C(C1=CC=CC=C1)C1=C(C=CC(=C1)Cl)O ORTHO-BENZYL-PARA-CHLOROPHENOL, POTASSIUM SALT